CC1=C(C=CC(=C1)C)C1=NC(=NC(=N1)C1=C(C=C(C=C1)C)C)C1=C(C=C(C=C1)OCC(COCC(CCCC)CC)O)O 4,6-bis-(2,4-dimethyl-phenyl)-2-(2-hydroxy-4-(3-(2-ethylhexyloxy)-2-hydroxypropoxy)-phenyl)-s-triazine